1-(3-cyclopropylpyrrolidin-3-yl)-N,N-dimethylmethanamine C1(CC1)C1(CNCC1)CN(C)C